N=1C=NN2C1C(=CC=C2)CCC[C@H]2C[C@@H]1N(CCNC1)C2=O (7s,8as)-7-(3-([1,2,4]triazolo[1,5-a]pyridin-8-yl)propyl)hexahydropyrrolo[1,2-a]pyrazin-6(2H)-one